tert-butyl ((3R,5S)-3-hydroxy-2-oxo-5-phenylpyrrolidin-1-yl)carbamate O[C@H]1C(N([C@@H](C1)C1=CC=CC=C1)NC(OC(C)(C)C)=O)=O